N1=CC(=C2OCC3(CN21)CC3)S(=O)(=O)N 5',7'-dihydrospiro[cyclopropane-1,6'-pyrazolo[5,1-b][1,3]oxazine]-3'-sulfonamide